ClC1=NC=C(C(=N1)C1=CN(C2=C(C=CC=C12)F)C)C(F)(F)F 3-(2-chloro-5-(trifluoromethyl)pyrimidin-4-yl)-7-fluoro-1-methyl-1H-indole